4-methoxy-N-[(1S)-1-[[(1S)-2-[methoxy(methyl)amino]-2-oxo-1-[[(3S)-2-oxopyrrolidin-3-yl]methyl]ethyl]carbamoyl]-3-methyl-butyl]-1H-indole-2-carboxamide COC1=C2C=C(NC2=CC=C1)C(=O)N[C@@H](CC(C)C)C(N[C@H](C(=O)N(C)OC)C[C@H]1C(NCC1)=O)=O